5-chloro-N-((1r,4r)-4-((3-(2-cyano-3-methoxyphenyl)-2-oxo-2,3-dihydro-1H-benzo[d]imidazol-1-yl)methyl)cyclohexyl)-2-methylnicotinamide ClC=1C=NC(=C(C(=O)NC2CCC(CC2)CN2C(N(C3=C2C=CC=C3)C3=C(C(=CC=C3)OC)C#N)=O)C1)C